NCCCCCC(C)N 1,6-diaminoheptane